N1=CN=C(C=C1)N pyrimidine-4-amine